3-(imidazol-1-yl)-5H,6H,7H-cyclopenta[c]pyridine-1-carbonitrile N1(C=NC=C1)C1=CC2=C(C(=N1)C#N)CCC2